[Cu].[Zr].[Cr].[B].[Ca] calcium boron chromium zirconium copper